N-(4-(4-(2-methoxy-ethyl)piperidin-1-yl)-pyridin-2-yl)-5-(5-methyl-1H-pyrazol-4-yl)thiazolo[5,4-b]-pyridin-2-amine COCCC1CCN(CC1)C1=CC(=NC=C1)NC=1SC2=NC(=CC=C2N1)C=1C=NNC1C